C1(=CC=CC=C1)C(CC1=CC=CC=C1)OC(=O)N[C@H](C(=O)N[C@H](C(S(=O)(=O)[O-])O)C[C@H]1C(NCC1)=O)CC(C)C (2S)-2-((2S)-2-(((1,2-Diphenylethoxy)carbonyl)amino)-4-methylpentanamido)-1-hydroxy-3-((S)-2-oxopyrrolidin-3-yl)propane-1-sulfonate